C(C)(=O)O[C@H](COC1=C(C=C(C=C1)S(=O)(=O)C1=CC(=C(C=C1)OC[C@H](CN1C=NC=C1)OC(C)=O)Cl)Cl)CCl (R)-1-(4-((4-((S)-2-acetoxy-3-(1H-imidazol-1-yl) propoxy)-3-chlorophenyl) sulfonyl)-2-chlorophenoxy)-3-chloropropan-2-yl acetate